N-(5-((4-(trifluoromethyl)benzyl)oxy)-1H-indol-3-yl)picolinamide FC(C1=CC=C(COC=2C=C3C(=CNC3=CC2)NC(C2=NC=CC=C2)=O)C=C1)(F)F